N[C@@H](C(C)(C)S)C(=O)O |r| racemic-(DL)-penicillamine